(R)-7-(3-(difluoromethoxy)-5-fluorophenyl)-3-(1-methoxypropan-2-yl)-1-((3-(trifluoromethyl)phenyl)sulfonyl)-2,3-dihydroquinazolin-4(1H)-one FC(OC=1C=C(C=C(C1)F)C1=CC=C2C(N(CN(C2=C1)S(=O)(=O)C1=CC(=CC=C1)C(F)(F)F)[C@@H](COC)C)=O)F